ClC=1C(=C(C[N+]#[C-])C=CC1)F 3-CHLORO-2-FLUOROBENZYLISOCYANIDE